C(C1=CC=CC=C1)OC1=NC(=CC=C1N1C(N(C2=C1C=CC(=C2)C2C(CN(CC2)C(=O)OC(C)(C)C)(F)F)C)=O)OCC2=CC=CC=C2 tert-butyl 4-(1-(2,6-bis(benzyloxy)pyridin-3-yl)-3-methyl-2-oxo-2,3-dihydro-1H-benzo[d]imidazol-5-yl)-3,3-difluoropiperidine-1-carboxylate